FC1(CCC(CC1)NC1=NN2C(C=N1)=C(C=C2)C=2C=CC=1N(N2)C=CN1)F N-(4,4-difluorocyclohexyl)-5-(imidazo[1,2-b]pyridazin-6-yl)pyrrolo[2,1-f][1,2,4]triazin-2-amine